(3,4-dimethylphenyl)-3-methyl-5-pyrazolone CC=1C=C(C=CC1C)C1=C(N=NC1=O)C